2-(5-fluoropyridin-2-yl)ethan-1-ol FC=1C=CC(=NC1)CCO